[[2-[(2S,5R)-2-(5-acetamido-2-thienyl)-5-methyl-1-piperidyl]-2-oxo-acetyl]amino]pyridine-3-carboxamide C(C)(=O)NC1=CC=C(S1)[C@H]1N(C[C@@H](CC1)C)C(C(=O)NC1=NC=CC=C1C(=O)N)=O